Ethyl (2E)-2-[2-(4-chloro-3-fluorophenyl)hydrazinylidene]-3-oxopropanoate ClC1=C(C=C(C=C1)N\N=C(\C(=O)OCC)/C=O)F